3-((tert-butyl-diphenylsilyl)oxy)-2,2-difluoro-N-(1-(2-methyl-4H-pyrrolo[2,3-d]thiazol-6-yl)propan-2-yl)propan-1-amine [Si](C1=CC=CC=C1)(C1=CC=CC=C1)(C(C)(C)C)OCC(CNC(CC1=CNC=2N=C(SC21)C)C)(F)F